N6-(hex-5-enyloxy)-L-lysine C(CCCC=C)ONCCCC[C@H](N)C(=O)O